(4-Iodophenyl)(phenyl)methanone IC1=CC=C(C=C1)C(=O)C1=CC=CC=C1